2-(Tert-butylamino)-1-(3-fluoro-2-methylphenyl)ethan-1-ol C(C)(C)(C)NCC(O)C1=C(C(=CC=C1)F)C